6-CYANOPYRIDIN-3-YLBORONIC ACID C(#N)C1=CC=C(C=N1)B(O)O